N(=C=S)C1=CC(=C(C=C1)C#CC1=CC=C(C=C1)C1=CC=C(C=C1)C1CCC(CC1)CCCCC)C 4-((4-isothiocyanato-2-methylphenyl)ethynyl)-4'-(4-pentylcyclohexyl)-1,1'-biphenyl